6-(4-(4,4-difluoro-1-(3-oxo-4-(trifluoromethyl)-3,5,6,7-tetrahydro-2H-cyclopenta[c]pyridazin-7-yl)piperidin-3-carbonyl)piperazin-1-yl)nicotinonitrile FC1(C(CN(CC1)C1CCC=2C1=NNC(C2C(F)(F)F)=O)C(=O)N2CCN(CC2)C2=NC=C(C#N)C=C2)F